methyl {trans-4-[(5-{2-(4-fluoro-2,6-dimethylphenoxy)-5-[(methanesulfonyl)methyl]phenyl}-1-methyl-2-oxo-1,2-dihydropyridin-4-yl)oxy]cyclohexyl}carbamate FC1=CC(=C(OC2=C(C=C(C=C2)CS(=O)(=O)C)C=2C(=CC(N(C2)C)=O)O[C@@H]2CC[C@H](CC2)NC(OC)=O)C(=C1)C)C